N-(2-amino-4-((4-nitrobenzyl)amino)phenyl)decanamide NC1=C(C=CC(=C1)NCC1=CC=C(C=C1)[N+](=O)[O-])NC(CCCCCCCCC)=O